2-methyl-N-(methylsulfonyl)-7-(pyrrolidin-1-yl)pyrido[2,3-d]pyrimidine-6-carboxamide CC=1N=CC2=C(N1)N=C(C(=C2)C(=O)NS(=O)(=O)C)N2CCCC2